NCC=1C=C(C=CC1)C(N[C@H](C(NCCCC[C@H](NC(N[C@@H](CCC(=O)O)C(=O)O)=O)C(=O)O)=O)CC1=CC2=CC=CC=C2C=C1)=O (3S,10S,14S)-1-[3-(aminomethyl)phenyl]-3-[(naphthalen-2-yl)methyl]-1,4,12-trioxo-2,5,11,13-tetraazahexadecane-10,14,16-tricarboxylic acid